BrC1=C(C=CC=C1)NC1=NN2C(=NC=CC2=N1)C1=CC(=C(C(=C1)OC)OC)OC N-(2-bromophenyl)-5-(3,4,5-trimethoxyphenyl)-[1,2,4]triazolo[1,5-c]pyrimidin-2-amine